O-(2-aminoethyl)-N-methyl-serine NCCOC[C@H](NC)C(=O)O